C(C)(C)(C)C=1N=CN(C1)C=C 4-(tert-butyl)-1-vinylimidazole